COC1=C(C(=O)O)C=CC(=C1)NC1=NC2=CC=C(C=C2C(=N1)C(F)(F)F)F 2-methoxy-4-(6-fluoro-4-trifluoromethylquinazolin-2-yl)aminobenzoic acid